methyl 3-(2-chlorophenyl)-5-{1-[(2S)-2-hydroxypropyl]-5-(trifluoromethyl)-1H-pyrazol-4-yl}-1,2-oxazole-4-carboxylate ClC1=C(C=CC=C1)C1=NOC(=C1C(=O)OC)C=1C=NN(C1C(F)(F)F)C[C@H](C)O